ClC1=CC=C2C(N(NC2=C1)C(C)C1CCC(CC1)C1=CC=NC2=CC=C(C=C12)F)=O 6-chloro-2-(1-((1s,4s)-4-(6-fluoroquinolin-4-yl)cyclohexyl)ethyl)-1,2-dihydro-3H-indazol-3-one